1,1-bis{(2-hydroxyethoxy)phenyl}ethaneN OCCOC1=C(C=CC=C1)C(=C)C1=C(C=CC=C1)OCCO